3'-iodoacetophenone IC=1C=C(C=CC1)C(C)=O